butyl (2S)-3-(5-bromo-1,3-oxazol-2-yl)-2-[(diphenylmethylidene)amino]propanoate BrC1=CN=C(O1)C[C@@H](C(=O)OCCCC)N=C(C1=CC=CC=C1)C1=CC=CC=C1